6-(5-methylpyrazin-2-yl)-N-((R)-1-phenylethyl)-2,3,4,9-tetrahydro-1H-carbazol-1-amine CC=1N=CC(=NC1)C=1C=C2C=3CCCC(C3NC2=CC1)N[C@H](C)C1=CC=CC=C1